5-(pyridin-2-yl)-1,5-diazacyclooctane-1-carboxylic acid tert-butyl ester C(C)(C)(C)OC(=O)N1CCCN(CCC1)C1=NC=CC=C1